5-amino-2-(p-aminophenyl)benzooxazole NC=1C=CC2=C(N=C(O2)C2=CC=C(C=C2)N)C1